8-(3,4-dichlorophenyl)quinoline-1-oxide ClC=1C=C(C=CC1Cl)C=1C=CC=C2C=CC=[N+](C12)[O-]